4-[4-[[(3S)-1-[7-amino-2-(2-furyl)-[1,2,4]triazolo[1,5-a][1,3,5]triazin-5-yl]-3-piperidyl]methyl]piperazin-1-yl]-2-methyl-benzoic acid hydrochloride Cl.NC1=NC(=NC=2N1N=C(N2)C=2OC=CC2)N2C[C@@H](CCC2)CN2CCN(CC2)C2=CC(=C(C(=O)O)C=C2)C